C(=O)(O)C1=CC=2C(=C[Se]C2)C=C1 5-carboxy-benzo[c]selenophen